NC1=C(C#N)C(=CC(=N1)C=1C(=C2CN(C(C2=CC1)=O)C1C(NC(CC1)=O)=O)F)C 2-Amino-6-(2-(2,6-dioxopiperidin-3-yl)-4-fluoro-1-oxoisoindolin-5-yl)-4-methylnicotinonitril